S1C(=NC2=C1C=CC=C2)NC2=C(C=C(N=N2)N(C=2SC(=C(N2)C(=O)OCC)N2CCC(CC2)OCC2=CC=CC=C2)C)C ethyl 2-({6-[(1,3-benzothiazol-2-yl)amino]-5-methylpyridazin-3-yl}(methyl)amino)-5-[4-(benzyloxy)piperidin-1-yl]-1,3-thiazole-4-carboxylate